N-(2-hydroxy-3-(piperidin-1-yl)propoxy)-4-((6-methoxy-2-methylpyridin-3-yl)methyl)piperidine OC(CON1CCC(CC1)CC=1C(=NC(=CC1)OC)C)CN1CCCCC1